3-chloro-N-[(1S)-1-(1-{5-[(cyclopropylcarbonyl)amino]pyridin-2-yl}-1H-1,2,4-triazol-5-yl)ethyl]-5-(methylsulfonyl)benzamide ClC=1C=C(C(=O)N[C@@H](C)C2=NC=NN2C2=NC=C(C=C2)NC(=O)C2CC2)C=C(C1)S(=O)(=O)C